{[5-(3,5-dichlorophenyl)-3-hydroxypyridine-2-carbonyl]amino}acetic acid ClC=1C=C(C=C(C1)Cl)C=1C=C(C(=NC1)C(=O)NCC(=O)O)O